C(C)(C)(C)OC(=O)NC1=NC=CC(=C1)C1=COC=2C1=NC=C(C2)C2=CC=C(C=C2)N2CCN(CC2)C(=O)OC(C)(C)C tert-butyl 4-(4-(3-(2-((tert-butoxycarbonyl)amino)pyridin-4-yl)furo[3,2-b]pyridin-6-yl)phenyl)piperazine-1-carboxylate